(4-fluoro-2-(2,2,2-trifluoroethoxy)phenyl)(6-(3-methyl-1-(o-tolyl)-1H-pyrazol-5-yl)-2-azaspiro[3.3]heptan-2-yl)methanone tert-butyl-N-(l-m-ethyl-2,6-dioxopiperidin-3-yl)carbamate C(C)(C)(C)OC(NC1(C(NC(CC1)=O)=O)CC)=O.FC1=CC(=C(C=C1)C(=O)N1CC2(C1)CC(C2)C2=CC(=NN2C2=C(C=CC=C2)C)C)OCC(F)(F)F